C(#N)C[C@H](C)OC1=C2N=CN(C2=NC(=N1)NC(C(C)C)=O)[C@H]1CN(C[C@H](O1)CO)C(C1=CC=CC=C1)(C1=CC=CC=C1)C1=CC=CC=C1 N-(6-(((S)-1-cyanopropan-2-yl)oxy)-9-((2R,6S)-6-(hydroxymethyl)-4-tritylmorpholin-2-yl)-9H-purin-2-yl)isobutyramide